1,2,3,4-tetrahydroisoquinoline-1-formic acid C1(NCCC2=CC=CC=C12)C(=O)O